CC1=C(OCC(=O)O)C=CC(=C1)OCC=C(C1=CC=C(C=C1)C#CCN1CCOCC1)C1=CC=C(C=C1)C [2-Methyl-4-[3-(4-methylphenyl)-3-[4-[3-(morpholin-4-yl)propynyl]phenyl]allyl-oxy]-phenoxy]acetic acid